3-benzylthio-1-carbonyl-1-(pentylamino)propane C(C1=CC=CC=C1)SCCC(NCCCCC)=C=O